COC(=O)C1=C(C=2N(N=C1)C=C(N2)Br)C(C)OC 2-bromo-8-(1-methoxyethyl)imidazo[1,2-b]pyridazine-7-carboxylic acid methyl ester